C(C1=CC=CC=C1)N([C@@H](CC(=O)O)CCCC)[C@@H](C)C1=CC=CC=C1 (R)-3-(benzyl-((S)-1-phenylethyl)amino)heptanoic acid